CC=1C=C2CCNCC2=CC1 6-methyl-1,2,3,4-tetrahydroisoquinoline